(S)-4-(4-cyclopropyl-1H-imidazol-1-yl)-N-(5,6-dihydrobenzo[f]tetrazolo[1,5-d][1,4]oxazepin-8-yl)-5-(3-hydroxypyrrolidin-1-yl)picolinamide C1(CC1)C=1N=CN(C1)C1=CC(=NC=C1N1C[C@H](CC1)O)C(=O)NC1=CC=CC=2C=3N(CCOC21)N=NN3